O=C1C=2N(C3=CC=C(C=C3N1)C(=O)OC)C=NC2 methyl 4-oxo-4,5-dihydroimidazo[1,5-a]quinoxaline-7-carboxylate